N[C@@H](C)C(=O)OC(C(=O)O)C(=O)O.[Na].[Na].[Na] trisodium dicarboxymethyl alaninate